1-{[(2s,4r)-4-hydroxy-5-oxopyrrolidin-2-yl]methoxy}-7-(prop-2-yloxy)isoquinoline-6-carboxamide O[C@@H]1C[C@H](NC1=O)COC1=NC=CC2=CC(=C(C=C12)OC(C)C)C(=O)N